BrC(C)C=1C=C(C=C2C(C=C(OC12)C1CCCCC1)=O)C 8-(1-bromoethyl)-2-cyclohexyl-6-methyl-4H-chromen-4-one